N1C=NC(=C1)C1=NC(=NC=C1C(F)(F)F)N[C@@H]1CNCCC1 4-(1H-imidazol-4-yl)-N-[(3S)-piperidin-3-yl]-5-(trifluoromethyl)pyrimidin-2-amine